ClC=1C(=C2C(=NC1C)CN(C2)C(=O)[C@H]2CN(CC2)C=2C=NC(=NC2)NC)C (3-Chloro-2,4-dimethyl-5,7-dihydropyrrolo[3,4-b]pyridin-6-yl)-[(3R)-1-[2-(methylamino)pyrimidin-5-yl]pyrrolidin-3-yl]methanon